CCCCCCCCC(CCCCCCCC)OC(CCCCCCCNCCOCOCCCNCC)=O 7,9-dioxa-3,12-diazaeicosan-20-oic acid heptadec-9-yl ester